1-(4-chlorophenyl)-1-(1-ethyl-6-(3-(methylsulfonyl)phenoxy)-1H-benzo[d]Imidazol-2-yl)-2,2,2-trifluoroethanol ClC1=CC=C(C=C1)C(C(F)(F)F)(O)C1=NC2=C(N1CC)C=C(C=C2)OC2=CC(=CC=C2)S(=O)(=O)C